FC=1C=C(C=CC1F)CN1CC2(C1)CC(C2)NC(=O)N2[C@@H](CN(C[C@@H]2C)C2=NC=C(C=N2)C(F)(F)F)C (2R,6S)-N-{2-[(3,4-difluorophenyl)methyl]-2-azaspiro[3.3]heptan-6-yl}-2,6-dimethyl-4-[5-(trifluoromethyl)pyrimidin-2-yl]piperazine-1-carboxamide